succinic acid dihydrazone C(CCC(O)=NN)(O)=NN